benzyl 4-((4-fluoro-1-(5-methoxy-2-(1-methyl-1H-pyrazol-4-yl)-4-nitrophenyl)piperidine-4-yl)methyl)piperazine-1-carboxylate FC1(CCN(CC1)C1=C(C=C(C(=C1)OC)[N+](=O)[O-])C=1C=NN(C1)C)CN1CCN(CC1)C(=O)OCC1=CC=CC=C1